C(C1=CC=CC=C1)OC1=NC(=NC(=C1)C)C(CO)C 2-(4-(Benzyloxy)-6-methylpyrimidin-2-yl)propan-1-ol